NC1=NC=NC2=C(C=C(C=C12)C1=CC=C(C=C1)OC1=CC=CC=C1)C1CN(CCC1)C(C=C)=O 1-(3-(4-amino-6-(4-phenoxyphenyl)quinazolin-8-yl)-piperidin-1-yl)prop-2-en-1-one